OC1=CC=C(C=C1)C=1C(=C(C=CC1C(C)C)C(C)C)C1=CC=C(C=C1)O bis-(4-hydroxyphenyl)-para-diisopropylbenzene